ClC1=C2C(=NC=C1C#CC1=CC=C(C=C1)O)NC=C2 4-((4-chloro-1H-pyrrolo[2,3-b]pyridin-5-yl)ethynyl)phenol